2-hydroxy-7-diethylaminoquinoline OC1=NC2=CC(=CC=C2C=C1)N(CC)CC